dihydro-5H-imidazo[1,2-a]pyrazine-7-carboxamide N1CCN2C1=CN(CC2)C(=O)N